(6-((bis(pyridin-2-ylmethyl)amino)methyl)nicotinamido)phenethylcarbamic acid tert-butyl ester C(C)(C)(C)OC(N(CCC1=CC=CC=C1)NC(C1=CN=C(C=C1)CN(CC1=NC=CC=C1)CC1=NC=CC=C1)=O)=O